platinum tin bromide [Sn](Br)(Br)(Br)Br.[Pt]